BrC1=NN=C(S1)N1CCN(C2(CC2)C1)C(=O)OC(C)(C)C tert-butyl 7-(5-bromo-1,3,4-thiadiazol-2-yl)-4,7-diazaspiro[2.5]octane-4-carboxylate